ClC1=C(C#N)C=CC(=N1)[C@H]1[C@@H](C1)C |r| 2-chloro-6-((1RS,2RS)-2-methylcyclopropyl)nicotinonitrile